C(CC(C)C)C1=NOC(O1)=O 3-Isopentyl-1,4,2-dioxazol-5-one